CC(CN)CC(C)C 2,4-dimethylpentanamine